(2E,6Z)-3,7-dimethylnona-2,6-dieneNitrile C\C(=C/C#N)\CC\C=C(/CC)\C